BrC1=CC2=C(N=CN=C2O)C(=N1)Cl 6-Bromo-8-chloropyrido[3,4-d]pyrimidin-4-ol